Cl.NCCC1CN(CCO1)C(=O)OC(C)(C)C tert-butyl 2-(2-aminoethyl)morpholine-4-carboxylate hydrogen chloride